FC(C(=O)O)(F)F.FC(C(=O)O)(F)F.FC(C(=O)O)(F)F.CN1CCN(CC1)C1=CC2=C(NC(=N2)C2=CC3=C(N=C(N3)C3=CC=C(OCCCNCCC(=O)OC(C)(C)C)C=C3)C=C2)C=C1 tert-butyl 3-((3-(4-(5-(4-methylpiperazin-1-yl)-1H,3'H-[2,5'-bibenzo[d]imidazol]-2'-yl)phenoxy)-propyl)-amino)propanoate tris(2,2,2-trifluoroacetate)